5-{4-[4-(3,5-dimethylpyridin-2-yl)piperazine-1-carbonyl]-2,3-difluorophenyl}-5-methylimidazolidine-2,4-dione CC=1C(=NC=C(C1)C)N1CCN(CC1)C(=O)C1=C(C(=C(C=C1)C1(C(NC(N1)=O)=O)C)F)F